(2-bromo-4-(trifluoromethyl)phenyl)methanol BrC1=C(C=CC(=C1)C(F)(F)F)CO